2-chloro-5-(4-(trifluoromethyl)phenyl)oxazol ClC=1OC(=CN1)C1=CC=C(C=C1)C(F)(F)F